CCCC(C(=O)O)N=C(N)N guanidinovaleric acid